C(C)OC(=O)C=1C(=NN2C1C=CC=C2)OC(=O)OC(C)(C)C 2-((tert-Butoxycarbonyl)oxy)pyrazolo[1,5-a]Pyridine-3-carboxylic acid ethyl ester